3-(5-(4-chlorophenyl)oxazol-2-yl)bicyclo[1.1.1]pentan-1-amine ClC1=CC=C(C=C1)C1=CN=C(O1)C12CC(C1)(C2)N